ClC1=CC(=C(C=C1)C1=CC(=NC=2C(N(N=CC21)C)=O)C=2CCO[C@H](C2)C=2C=NN(C2)C2CC2)F 4-(4-chloro-2-fluoro-phenyl)-2-[(6R)-6-(1-cyclopropylpyrazol-4-yl)-3,6-dihydro-2H-pyran-4-yl]-7-methyl-pyrido[2,3-d]pyridazin-8-one